N-(6-(6-(2-ethoxyethoxy)pyridin-3-yl)-1-(4-fluorophenyl)-1H-pyrazolo[3,4-d]pyrimidin-4-yl)-5-nitrothiophene-2-carboxamide C(C)OCCOC1=CC=C(C=N1)C1=NC(=C2C(=N1)N(N=C2)C2=CC=C(C=C2)F)NC(=O)C=2SC(=CC2)[N+](=O)[O-]